C(CCCC)OCOCCCC(CC(C)[Cu]C(CC(CCCOCOCCCCC)C)C)C.[Li] lithium bis[6-pentoxymethoxy-1,3-dimethylhexyl]copper